BrC=1C=C(C=CC1)N1C(CCCC1=O)=O (3-bromophenyl)piperidine-2,6-dione